[K].C#C Acetylene Potassium salt